COC1=C2C=C(NC2=CC=C1)C(=O)N1[C@@H]([C@H]2C([C@H]2C1)(C)C)C(=O)OC methyl (1R,2S,5S)-3-(4-methoxy-1H-indole-2-carbonyl)-6,6-dimethyl-3-azabicyclo[3.1.0]hexane-2-carboxylate